C(C)(C)(C)OC(=O)N1CCN(CC1)CCN1N=C(C=C1)OC=1N=NC(=CC1)Cl.ClC1=NC(=C2NC=NC2=N1)CC=1OC=CC1 2-chloro-6-(2-furylmethyl)purine tert-butyl-4-[2-[3-(6-chloropyridazin-3-yl)oxypyrazol-1-yl]ethyl]piperazine-1-carboxylate